4-(7-methyl-2-((3-methyl-1,5-naphthyridin-2-yl)amino)-8-oxo-7,8-dihydro-9H-purin-9-yl)tetrahydro-2H-pyran-4-carbonitrile CN1C(N(C2=NC(=NC=C12)NC1=NC2=CC=CN=C2C=C1C)C1(CCOCC1)C#N)=O